C(C)(C)C1=C(C=CC=C1)C=1N=CC2=C(N1)C(=CN2COCC[Si](C)(C)C)C=O 2-(2-isopropylphenyl)-5-(2-trimethylsilylethoxymethyl)pyrrolo[3,2-d]pyrimidine-7-carbaldehyde